FC(C(=O)O)(F)F.FC(C(=O)O)(F)F.CC1CC=2N=CN=C(C2CN1)C1CCN(CC1)S(=O)(=O)C 7-Methyl-4-(1-(methylsulfonyl)piperidin-4-yl)-5,6,7,8-tetrahydropyrido[4,3-d]pyrimidine bis(trifluoroacetate)